FCCN1N=C(C=C1)C=1NC=CC1 2-(1-(2-fluoroethyl)-1H-pyrazol-3-yl)-1H-pyrrole